ClC=1C=C(C=CC1Cl)N1CC(NCC1)C(=O)OC Methyl 4-(3,4-dichlorophenyl)piperazine-2-carboxylate